C(C)(C)N1CCC(CC1)NC(=O)C1=NNC(=C1C)C=1C=C(C=2N(C1)N=CN2)C N-(1-isopropylpiperidin-4-yl)-4-methyl-5-(8-methyl-[1,2,4]triazolo[1,5-a]pyridin-6-yl)-1H-pyrazole-3-carboxamide